6-((7-((4-(methylsulfonyl)phenyl)amino)-2,6-naphthyridin-1-yl)ethynyl)benzo[d]oxazol-2(3H)-one CS(=O)(=O)C1=CC=C(C=C1)NC1=NC=C2C=CN=C(C2=C1)C#CC1=CC2=C(NC(O2)=O)C=C1